C1(=CC=CC=C1)C1=CC=C(C=C1)S(=O)(=O)O 4-Phenylbenzenesulfonic acid